cis-Methyl (1S,3R)-3-[(1-chloropyrido[3,4-d]pyridazin-4-yl)amino]cyclohexanecarboxylate ClC1=C2C(=C(N=N1)N[C@H]1C[C@H](CCC1)C(=O)OC)C=NC=C2